ClC1=NC=CC(=C1C1=NOC(=N1)CCl)C(F)(F)F 3-(2-chloro-4-(trifluoromethyl)pyridyl)-5-(chloromethyl)-1,2,4-oxadiazole